C(C)OC(NC1=C(C=C(C=C1)CNC1=C(C=CC=C1)F)N)=O {2-Amino-4-[(2-fluorophenylamino)-methyl]-phenyl}-carbamic acid ethyl ester